7-cyclobutyl-2,8-dimethoxyquinoline-3-carboxylic acid C1(CCC1)C1=CC=C2C=C(C(=NC2=C1OC)OC)C(=O)O